5-(1H-imidazol-1-yl)pyrazin-2-yl-N-methyl[1,3]thiazolo[5,4-d][1,3]thiazol-2-amine N1(C=NC=C1)C=1N=CC(=NC1)C=1SC2=C(N1)SC(=N2)NC